Cl.C(C)(C)(C)C1=NC(=NO1)C(=O)N[C@H](C)C1=C(C=C(C=C1)C=1C2=C(N=CN1)NC(=C2)C2=CC=C(C=C2)N2CCNCC2)C (R)-5-(tert-butyl)-N-(1-(2-methyl-4-(6-(4-(piperazin-1-yl)phenyl)-7H-pyrrolo[2,3-d]Pyrimidin-4-yl)phenyl)ethyl)-1,2,4-oxadiazole-3-carboxamide hydrochloride